N-[(3S)-9-fluoro-2-oxo-5-phenyl-1,3-dihydro-1,4-benzodiazepine-3-yl]-5-methyl-6,7-dihydro-5H-pyrazolo[5,1-b][1,3]Oxazine-3-carboxamide FC1=CC=CC=2C(=N[C@@H](C(NC21)=O)NC(=O)C=2C=NN1C2OC(CC1)C)C1=CC=CC=C1